NC=1C=C(C=CC1)C1=CC=C(C=C1)O 3'-amino-[1,1'-biphenyl]-4-ol